6-[2-(6-Chloro-7-fluoro-4-methoxy-2-methyl-indol-1-yl)-ethylamino]-pyrimidin ClC1=CC(=C2C=C(N(C2=C1F)CCNC1=CC=NC=N1)C)OC